N-phenyl-N',N'-dihexylurea C1(=CC=CC=C1)NC(=O)N(CCCCCC)CCCCCC